C(C)(C)(C)OC(=O)NC=1C=CC2=C(C=C(S2)C2=CC=CC=3N2N=C(N3)C3(CC3)C(=O)N)C1 {5-[5-(tert-butoxycarbonyl)aminobenzothiophen-2-yl]-[1,2,4]triazolo[1,5-a]pyridin-2-yl}cyclopropanecarboxamide